COC1=CC(=NC=C1)C#C\C=C/1\C(CN(CC1)C(=O)OCC)(C)C ethyl (4E)-4-[3-(4-methoxypyridin-2-yl)prop-2-yn-1-ylidene]-3,3-dimethylpiperidine-1-carboxylate